1-(6-(4-isopropyl-4H-1,2,4-triazol-3-yl)pyridin-2-yl)-3-(4-(prop-1-en-2-yl)isoquinolin-1-yl)urea C(C)(C)N1C(=NN=C1)C1=CC=CC(=N1)NC(=O)NC1=NC=C(C2=CC=CC=C12)C(=C)C